4-(1,1-dimethylbut-3-enyl)-1H-pyrazole CC(CC=C)(C)C=1C=NNC1